BrC=1C=2N(C=C(C1)S(=O)(=O)NC1(CC1)CF)C(=CN2)C=2SC(=NN2)C(F)F 8-bromo-3-(5-(difluoromethyl)-1,3,4-thiadiazol-2-yl)-N-(1-(fluoromethyl)cyclopropyl)imidazo[1,2-a]pyridine-6-sulfonamide